C(C)(C)(C)[Si]1([Si]([Si]1(C(C)(C)C)C(C)(C)C)(C(C)(C)C)C(C)(C)C)C(C)(C)C Hexa-tert-butylcyclotrisilan